tert-Butyl trans-(3S,4S)-3-[[3-(2-chloro-6-methyl-4-pyridyl)-2-(3-cyanophenyl) pyrazolo[1,5-a]pyrimidine-5-carbonyl]amino]-4-hydroxy-pyrrolidine-1-carboxylate ClC1=NC(=CC(=C1)C=1C(=NN2C1N=C(C=C2)C(=O)N[C@H]2CN(C[C@@H]2O)C(=O)OC(C)(C)C)C2=CC(=CC=C2)C#N)C